4-{4-[2-(2,6-DIOXOPIPERIDIN-3-YL)-1,3-DIOXO-2,3-DIHYDRO-1H-ISOINDOL-5-YL]PIPERAZINE-1-CARBONYL}-3-METHYLBENZOIC ACID O=C1NC(CCC1N1C(C2=CC=C(C=C2C1=O)N1CCN(CC1)C(=O)C1=C(C=C(C(=O)O)C=C1)C)=O)=O